C(C)(C)(C)OC(=O)NC1C(CN(CC1)C(=O)OCC1=CC=CC=C1)O benzyl 4-((tert-butoxycarbonyl)amino)-3-hydroxypiperidine-1-carboxylate